tert-butyl 2-(aminomethyl)-3,3-difluoro-pyrrolidine-1-carboxylate NCC1N(CCC1(F)F)C(=O)OC(C)(C)C